3-(Bromomethyl)-1-[(2-chlorophenyl)-methyl]-5-[1,3-dimethyl-1H-thieno-[2,3-c]pyrazol-5-yl]-1H-pyrazole BrCC1=NN(C(=C1)C1=CC2=C(N(N=C2C)C)S1)CC1=C(C=CC=C1)Cl